2-chloro-6-(methylthio)benzaldehyde ClC1=C(C=O)C(=CC=C1)SC